N-(1H-indol-6-yl)-4-methyl-2-(1-oxoisoindol-2-yl)pentanamide N1C=CC2=CC=C(C=C12)NC(C(CC(C)C)N1C(C2=CC=CC=C2C1)=O)=O